24-Methylcholesta-5,22-dien-3b-ol CC(C(C)C)C=C[C@@H](C)[C@H]1CC[C@H]2[C@@H]3CC=C4C[C@H](CC[C@]4(C)[C@H]3CC[C@]12C)O